8-Bromo-6-chloroimidazo-[1,2-b]pyridazine BrC=1C=2N(N=C(C1)Cl)C=CN2